4-fluoro-N-{[6-methyl-5-(propan-2-yl)pyridin-2-yl](phenyl)methyl}-1-[2-(1H-1,2,3-triazol-5-yl)acetyl]pyrrolidine-2-carboxamide FC1CC(N(C1)C(CC1=CN=NN1)=O)C(=O)NC(C1=CC=CC=C1)C1=NC(=C(C=C1)C(C)C)C